C1(CC1)S(=O)(=O)C1(CC1)C(=O)OCC1=CC=CC=C1 benzyl 1-(cyclopropylsulfonyl)cyclopropane-1-carboxylate